FC1=CC=C(CC=2C=CC(=NC2)NC(C2=CN=C(C=C2)CO)=O)C=C1 N-(5-(4-fluorobenzyl)pyridin-2-yl)-6-(hydroxymethyl)nicotinamide